COC1=C(C(=C(C=C1C)NS(=O)(=O)C1=CC=C(C=C1)C)N1C2=CC=CC=C2C=2C=CC=C(C12)C)C N-(4-methoxy-3,5-dimethyl-2-(1-methyl-9H-carbazol-9-yl)phenyl)-4-methylbenzenesulfonamide